1-(3,5-di-i-butylphenyl)-1-methylethyl carbamate C(N)(OC(C)(C)C1=CC(=CC(=C1)CC(C)C)CC(C)C)=O